3-butenediene C=C=C=C